6-chloro-4-(3-(5-fluoropyridin-2-yl)-1-methyl-1H-pyrazol-4-yl)-7-methoxypyrido[3,2-d]pyrimidine ClC=1C(=CC=2N=CN=C(C2N1)C=1C(=NN(C1)C)C1=NC=C(C=C1)F)OC